C1(CCCCC1)C1=NN2C(N(C3=C(C2=O)CN(C3=O)C(C)C)CC(=O)NC=3SC(=CN3)F)=C1 2-(2-cyclohexyl-6-isopropyl-5,8-dioxo-5,6,7,8-tetrahydro-4H-pyrazolo[1,5-a]pyrrolo[3,4-d]pyrimidin-4-yl)-N-(5-fluorothiazol-2-yl)acetamide